O1C[C@@H](CCC1)NC1=NC=C2N=C(N(C2=N1)C1CCC(CC1)C(=O)N)NC1=C(C=C(C=C1Cl)Cl)Cl (1s,4s)-4-(2-((R)-tetrahydro-2H-pyran-3-ylamino)-8-(2,4,6-trichlorophenylamino)-9H-purin-9-yl)cyclohexanecarboxamide